hexadecyldimethyl-(3-trimethoxysilylpropyl)ammonium chloride [Cl-].C(CCCCCCCCCCCCCCC)[N+](CCC[Si](OC)(OC)OC)(C)C